5-METHYL-1H-PYRROLE-2,4-DICARBALDEHYDE CC1=C(C=C(N1)C=O)C=O